ClC1=C(C(=C(C(=O)NCC2=C3C(N(C(C3=CC=C2)=O)C2C(NC(CC2)=O)=O)=O)C=C1)O)O 4-chloro-N-((2-(2,6-dioxopiperidin-3-yl)-1,3-dioxoisoindolin-4-yl)methyl)-2,3-dihydroxybenzamide